C(C)(C)(C)OC(=O)N(C/C=C/C(=O)O)CCCC (E)-4-((tert-butoxycarbonyl)(butyl)amino)but-2-enoic acid